4-((2S,5R)-4-Acryloyl-2,5-dimethylpiperazin-1-yl)-7-(2-amino-3,6-difluorophenyl)-6-chloro-1-(2-Isopropyl-4-(methylthio)pyridin-3-yl)pyrido[2,3-d]pyrimidin-2(1H)-one C(C=C)(=O)N1C[C@@H](N(C[C@H]1C)C=1C2=C(N(C(N1)=O)C=1C(=NC=CC1SC)C(C)C)N=C(C(=C2)Cl)C2=C(C(=CC=C2F)F)N)C